1-(tert-butyl) 2-methyl 6-(trifluoromethyl)-6-((trimethylsilyl)oxy)-5,6-dihydrocyclopenta[b]pyrrole-1,2(4H)-dicarboxylate FC(C1(CCC2=C1N(C(=C2)C(=O)OC)C(=O)OC(C)(C)C)O[Si](C)(C)C)(F)F